N-((1S)-(7-(Cyclopropyl(4,4,4-trifluorobutanamido)methyl)imidazo[1,2-a]pyrimidin-2-yl)(4,4-difluorocyclohexyl)methyl)-1-isopropyl-1H-pyrazole-5-carboxamide C1(CC1)C(C1=NC=2N(C=C1)C=C(N2)[C@@H](NC(=O)C2=CC=NN2C(C)C)C2CCC(CC2)(F)F)NC(CCC(F)(F)F)=O